S(=O)(=O)(O)O.C(CCCC)(N)N pentanediamine sulfate